COC(=O)C=1C=C(C=C(C1)C)B(O)O (3-(methoxycarbonyl)-5-methylphenyl)boronic acid